NC=1C(=C(C=CC1Br)NC(C1=C(C=CC(=C1)NC(=O)[C@@H]1C([C@H]1C1=CC(=C(C=C1)F)C(F)(F)F)(Cl)Cl)Cl)=O)C N-(3-amino-4-bromo-2-methylphenyl)-2-chloro-5-((1R,3R)-2,2-dichloro-3-(4-fluoro-3-(trifluoromethyl)phenyl)cyclopropane-1-carboxamido)benzamide